9,10-bis(n-propyloxycarbonyl-methyleneoxy)anthracene C(CC)OC(=O)COC=1C2=CC=CC=C2C(=C2C=CC=CC12)OCC(=O)OCCC